(3-fluoro-8-methylquinolin-4-yl)methanone FC=1C=NC2=C(C=CC=C2C1C=O)C